5-{[(2-hydroxyethyl)amino]methyl}-4-methyl-N-(2-methylbiphenyl-3-yl)-1,3-thiazole-2-carboxamide OCCNCC1=C(N=C(S1)C(=O)NC=1C(=C(C=CC1)C1=CC=CC=C1)C)C